α-Fmoc-ε-Boc-Lysine C(=O)(OCC1C2=CC=CC=C2C2=CC=CC=C12)[C@](N)(CCCC(N)C(=O)OC(C)(C)C)C(=O)O